CSC1=NN=C(S1)NC(=O)C1=CC(=CC(O1)=O)OC1=CC=CC=C1 N-(5-(methylthio)-1,3,4-thiadiazol-2-yl)-2-oxo-4-phenoxy-2H-pyran-6-carboxamide